4-(2,6-dibenzyloxy-3-pyridyl)-7-(1,4-dioxaspiro[4.5]decan-8-yl)-2,3-dihydro-1,4-benzoxazine C(C1=CC=CC=C1)OC1=NC(=CC=C1N1CCOC2=C1C=CC(=C2)C2CCC1(OCCO1)CC2)OCC2=CC=CC=C2